butyl-dimethyl-[2-(3-thienyl)ethoxy]silane C(CCC)[Si](OCCC1=CSC=C1)(C)C